C(#N)C=1C=CC=C2NC[C@@H](NC12)[C@@H](C1=CC=CC=C1)NCCC=1C=C(C=CC1F)[C@H](C(=O)O)C |&1:29| (R and S)-2-(3-(2-(((R)-((R)-8-cyano-1,2,3,4-tetrahydroquinoxalin-2-yl)(phenyl)methyl)amino)ethyl)-4-fluorophenyl)propanoic acid